ClC1=C(C=C2C(=NC(N3C2=C1SC[C@@H]3COC)=O)N3C[C@@H](N([C@@H](C3)C)C(=O)OC(C)(C)C)C)C(F)(F)F (2S,6R)-tert-butyl 4-((S)-10-chloro-3-(methoxymethyl)-5-oxo-9-(trifluoromethyl)-3,5-dihydro-2H-[1,4]thiazino[2,3,4-ij]quinazolin-7-yl)-2,6-dimethylpiperazine-1-carboxylate